C1CNC1C(=O)O The molecule is an azetidinecarboxylic acid that is azetidine substituted by a carboxy group at position 2. It is a plant non-protein amino acid. It has a role as a plant metabolite and a teratogenic agent. It is an azetidinecarboxylic acid and an amino acid.